N,N-diethyl-tryptamine C(C)N(CCC1=CNC2=CC=CC=C12)CC